ClC1=NC=NC(=C1N)C1=C(C=CC(=C1)F)F 4-chloro-6-(2,5-difluorophenyl)pyrimidin-5-amine